myristoylaspartate C(CCCCCCCCCCCCC)(=O)N[C@@H](CC(=O)[O-])C(=O)[O-]